BrC=1C(=CC2=C(N(CC(N(S2(=O)=O)CC2=CC=C(C=C2)OC)(C)CCCC)C2=CC=CC=C2)C1)O 7-Bromo-3-butyl-8-hydroxy-2-(4-methoxybenzyl)-3-methyl-5-phenyl-2,3,4,5-tetrahydro-1,2,5-benzothiadiazepine 1,1-dioxide